rel-(2R,6S)-4-(6-bromo-2-pyrazinyl)-2,6-dimethylmorpholine BrC1=CN=CC(=N1)N1C[C@H](O[C@H](C1)C)C |o1:9,11|